3-bromomethyl-bromobenzene BrCC=1C=C(C=CC1)Br